O=CCC1CCN(CC1)NC(OCCCC)=O butyl (4-(2-oxoethyl)piperidin-1-yl)carbamate